2-((1r,4r)-4-((2-methyl-3-(3-(trifluoromethyl)phenyl)imidazo[1,2-b]pyridazine-6-yl)amino)cyclohexyl)propanol CC=1N=C2N(N=C(C=C2)NC2CCC(CC2)C(CO)C)C1C1=CC(=CC=C1)C(F)(F)F